tert-butyl (1R,3S,5S)-3-[[(3-fluoro-1-methylindazol-5-yl)methyl]carbamoyl]-8-azabicyclo[3.2.1]octane-8-carboxylate FC1=NN(C2=CC=C(C=C12)CNC(=O)C1C[C@H]2CC[C@@H](C1)N2C(=O)OC(C)(C)C)C